8-(1H-benzo[d]imidazol-6-yl)-7-(4-fluorophenyl)tetrazolo[1,5-c]pyrimidin-5-amine N1C=NC2=C1C=C(C=C2)C=2C=1N(C(=NC2C2=CC=C(C=C2)F)N)N=NN1